4,5,6,7-tetrahydrobenzothiophene-2-carboxylate S1C(=CC2=C1CCCC2)C(=O)[O-]